[Fe+2].[Na+] Sodium iron(II)